rac-(3S)-5-[7-methyl-6-[[4-methyl-6-(methylamino)pyrimidin-2-yl]amino]-2,3-dihydro-[1,4]dioxino[2,3-b]pyridin-8-yl]-2,3,4,7-tetrahydro-1H-azepin-3-ol CC=1C(=C2C(=NC1NC1=NC(=CC(=N1)C)NC)OCCO2)C=2C[C@@H](CNCC2)O |r|